C1(=CC=CC=C1)N(C1=CC=C(C=C1)C1=CC=C(C=C1)C=O)C1=CC=CC=C1 4'-(diphenyl-amino)-[1,1'-biphenyl]-4-formaldehyde